7-chloro-N-[6-(2,2-difluoroethoxy)-5-fluoro-2-methoxy-3-pyridinyl]-2-keto-1-methyl-quinoline-4-sulfonamide ClC1=CC=C2C(=CC(N(C2=C1)C)=O)S(=O)(=O)NC=1C(=NC(=C(C1)F)OCC(F)F)OC